NC1C(=O)OCCC1 aminovalerolactone